(4-(1H-imidazol-4-yl)phenyl)-2-(5-chloro-2,3-dioxoindol-1-yl)-N-(3-chlorobenzyl)acetamide hydrochloride Cl.N1C=NC(=C1)C1=CC=C(C=C1)C(C(=O)NCC1=CC(=CC=C1)Cl)N1C(C(C2=CC(=CC=C12)Cl)=O)=O